O1CCC12CCC2 oxaspiro[3.3]heptan